Bis(pinacol) diboronate B(O)OBO.OC(C)(C)C(C)(C)O.OC(C)(C)C(C)(C)O